ClCC1=CC=C(C=C1)C1(NN=CC=C1)C(F)(F)F 3-[4-(chloromethyl)phenyl]-3-(trifluoromethyl)-3H-diazine